((S)-4-acryloyl-2-methylpiperazin-1-yl)-7-(3-amino-2-chloro-4,5,6-trifluorophenyl)-6-chloro-1-(2-isopropyl-4-methylpyridin-3-yl)-2-oxo-1,2-dihydro-1,8-naphthyridine-3-carbonitrile C(C=C)(=O)N1C[C@@H](N(CC1)C1=C(C(N(C2=NC(=C(C=C12)Cl)C1=C(C(=C(C(=C1F)F)F)N)Cl)C=1C(=NC=CC1C)C(C)C)=O)C#N)C